COC1=C(C=2C=CC=CC2C=2C3=C(C=CC12)C=CC(=C3)C=CC3=CC=CC=C3)C3=C(C=CC1=CC=CC=C31)OC 7-methoxy-8-(2-methoxynaphthalen-1-yl)-2-styrylbenzo[c]Phenanthrene